C(C)N1CCN(CC1)CC=1C=CC(=NC1)NC1=NC=C(C(=N1)C1=C(C=2C(N(C=C(C2S1)C(C)C)C)=O)C)F 2-(2-((5-((4-Ethylpiperazin-1-yl)methyl)pyridin-2-yl)amino)-5-fluoropyrimidin-4-yl)-7-isopropyl-3,5-dimethylthieno[3,2-c]pyridin-4(5H)-one